CO\N=C(/C)\[C@H]1CC[C@H]2[C@@H]3CC=C4C[C@H](CC[C@@]4([C@H]3CC[C@]12C)C)O (E)-1-((3S,8S,9S,10R,13S,14S,17S)-3-Hydroxy-10,13-dimethyl-2,3,4,7,8,9,10,11,12,13,14,15,16,17-tetradecahydro-1H-cyclopenta[a]phenanthren-17-yl)ethanone O-methyl Oxime